tert-butyl-(4-iodobutyloxy)-dimethyl-silane C(C)(C)(C)[Si](C)(C)OCCCCI